3-cyclopropyl-1,8-dimethyl-5-[[(1R)-1-[3-(1,1-difluoro-2-hydroxy-2-methyl-propyl)phenyl]ethyl]amino]imidazo[4,5-g]phthalazin-2-one C1(CC1)N1C(N(C2=CC=3C(=NN=C(C3C=C21)N[C@H](C)C2=CC(=CC=C2)C(C(C)(C)O)(F)F)C)C)=O